C(#N)C(C)(C)C1=CC=C(C=N1)NCC#CC=1N(C2=CC=CC(=C2C1)CN1CCC(CC1)CC(=O)N)CC(F)(F)F 2-(1-{[2-(3-{[6-(1-cyano-1-methylethyl)pyridin-3-yl]amino}prop-1-yn-1-yl)-1-(2,2,2-trifluoroethyl)-1H-indol-4-yl]methyl}piperidin-4-yl)acetamide